[Si].[Fe].[Zn].[Cu].[Ag] silver copper zinc iron silicon